5,5-dimethyl-4-phenyl-3-(3-(2-(trifluoromethyl)phenyl)acryloyl)oxazolidin-2-one CC1(C(N(C(O1)=O)C(C=CC1=C(C=CC=C1)C(F)(F)F)=O)C1=CC=CC=C1)C